2-hydroxy-1,3-propanediyl ether OC1COC1